C[C@@H]1CN(C[C@H](C1)C)C1=NC=C(C=C1)[N+](=O)[O-] 2-(trans-3,5-dimethylpiperidin-1-yl)-5-nitropyridine